ClCC1(NC=CC=C1C(F)(F)F)C1=CC=CC=C1CN(C(O)=O)[C@H](C)[C@@H]1[C@H](OC=2C1=NC=CC2)C.C(C=C)(=O)OCCOC2=CC=C(C=C2)C2(C1=CC=CC=C1C=1C=CC=CC21)C2=CC=C(C=C2)OCCOC(C=C)=O 9,9-Bis[4-(2-Acryloyloxyethoxy)Phenyl]Fluorene 2-(chloromethyl)-3-(trifluoromethyl)pyridinebenzyl-{(1R)-1-[(2R,3S)-2-methyl-2,3-dihydrofuro[3,2-b]pyridin-3-yl]ethyl}carbamate